Ethyl 3-(2-((4-chlorophenethyl)amino)pyrimidin-5-yl)propanoate ClC1=CC=C(CCNC2=NC=C(C=N2)CCC(=O)OCC)C=C1